4-(3-formylphenoxy)phthalonitrile C(=O)C=1C=C(OC=2C=C(C(C#N)=CC2)C#N)C=CC1